tert-Butyl 3-{4-[(6-amino-7-methoxyquinazolin-4-yl)amino]-3-fluorophenoxy}-1H-pyrazole-1-carboxylate NC=1C=C2C(=NC=NC2=CC1OC)NC1=C(C=C(OC2=NN(C=C2)C(=O)OC(C)(C)C)C=C1)F